CC(C(=O)NC1CN(CC1)C)(C)C dimethyl-N-(1-methylpyrrolidin-3-yl)propanamide